CC=1C=C(C=NNC2=C3N=CN(C3=NC(=N2)N2CCOCC2)C2CN(C2)CN2CCOCC2)C=CC1 3-(6-(2-(3-methylbenzylidene)hydrazinyl)-2-morpholino-9H-purin-9-yl)azetidin-1-yl(morpholino)methane